4-bromo-N-(6-methoxy-2-methyl-indazol-5-yl)-2-methyl-indazole-7-carboxamide BrC=1C2=CN(N=C2C(=CC1)C(=O)NC1=CC2=CN(N=C2C=C1OC)C)C